BrC1=NN2C(C=C(C=C2)N2CCC2)=N1 1-(2-bromo-[1,2,4]triazolo[1,5-a]pyridin-7-yl)azetidine